10,14-dimethyl-3-oxapentacyclo[9.7.0.02,4.05,10.014,18]octadec-7-en-9-one CC12C(C=CCC1C1OC1C1C3CCCC3(CCC21)C)=O